C(C)C=1C(=C(C=CC1F)C1C(OC(C1)(C(F)(F)F)C)C(=O)[O-])OC 3-(3-ethyl-4-fluoro-2-methoxy-phenyl)-5-methyl-5-(trifluoromethyl)tetrahydrofuran-2-carboxylate